S-methylbenzo[1,2,3]thiadiazole CS1N=NC2=C1C=CC=C2